benzodiOxazole O1ONC2=C1C=CC=C2